C(C)N(C1=CC(=C(C(=C1)OC)F)OC)CC(CS(=O)(=O)O)O N-ethyl-N-(2-hydroxy-3-sulfopropyl)-4-fluoro-3,5-dimethoxyaniline